C(C=C)OC(=O)N1N=C(C=C1C)C 3,5-dimethylpyrazole-1-carboxylic acid allyl ester